N1=CCCC2=CC=CC=C12 3,4-dihydroquinolin